OC1(CCC(CC1)C=1C(=NC(=NC1)N1C=NC=C1)C(=O)N)C ((1r,4r)-4-hydroxy-4-methylcyclohexyl)-2-(1H-imidazol-1-yl)pyrimidine-4-carboxamide